[Cl-].[Cl-].C1(=CC=CC=C1)P(C1=CC=CC=C1)C1=CC=CC=C1.C1(=CC=CC=C1)P(C1=CC=CC=C1)C1=CC=CC=C1.[Pd+2] Palladium(2+) bis(triphenylphosphine) dichloride